2,2-difluoro-4,5-bis(trifluoromethyl)-1,3-dioxolane FC1(OC(C(O1)C(F)(F)F)C(F)(F)F)F